C(C1=CC=CC=C1)OC=1C=CC2=C(C(=C(O2)C)C(=O)NC2C(CN(C2)C(=O)OC(C)(C)C)(F)F)C1C tert-butyl 4-(5-(benzyloxy)-2,4-dimethylbenzofuran-3-carboxamido)-3,3-difluoropyrrolidine-1-carboxylate